3-(5-{[(3R)-2-oxoazepan-3-yl]amino}[1,2,4]triazolo[1,5-c]quinazolin-2-yl)benzonitrile O=C1NCCCC[C@H]1NC1=NC=2C=CC=CC2C=2N1N=C(N2)C=2C=C(C#N)C=CC2